6-(3-isopropyl-5-(1-(2-(methylsulfonyl)ethyl)azetidin-3-yl)-1H-indol-2-yl)-8-methyl-[1,2,4]triazolo[1,5-a]pyridine C(C)(C)C1=C(NC2=CC=C(C=C12)C1CN(C1)CCS(=O)(=O)C)C=1C=C(C=2N(C1)N=CN2)C